2-(p-methoxyphenyl)pyrimidine COC1=CC=C(C=C1)C1=NC=CC=N1